4-carbonyl-1-oxa-8-azaspiro[4.5]decane-8-carboxylic acid tert-butyl ester C(C)(C)(C)OC(=O)N1CCC2(C(CCO2)=C=O)CC1